(2-(3,5-dimethyl-1H-1,2,4-triazol-1-yl)pyrimidin-4-yl)boronic acid CC1=NN(C(=N1)C)C1=NC=CC(=N1)B(O)O